C(C(C)C)C1=NC=C(C=C1C(C)C)C(C)C 2-Isobutyl-3,5-diisopropylpyridine